hydroxyundecenoic acid OC(C(=O)O)=CCCCCCCCC